hexahydropyrazinopyrido-oxazine O1NCCC2C1=CC=1C(N2)NC=CN1